BrC=1N=C2C(=C(C(=NC2=CC1)C)Cl)Cl 6-bromo-3,4-dichloro-2-methyl-1,5-naphthyridine